CC=1C(=NNC1)C(=O)O methylpyrazolecarboxylic acid